5-Bromo-2-(3-(methylsulfonyl)-4-((1-(methylsulfonyl)piperidin-4-yl)methoxy)-benzyl)isoindoline BrC=1C=C2CN(CC2=CC1)CC1=CC(=C(C=C1)OCC1CCN(CC1)S(=O)(=O)C)S(=O)(=O)C